tert-Butyl N-benzyl-N-[rac-(1R,3R)-4,4-difluoro-3-methoxycyclohexyl]carbamate C(C1=CC=CC=C1)N(C(OC(C)(C)C)=O)[C@H]1C[C@H](C(CC1)(F)F)OC |r|